n-butene-lactone C1(C=CCO1)=O